ClC1=C(C(=O)N[C@@H](CCO[C@@H]2C[C@H](C2)CCC2=NC=3NCCCC3C=C2)C(=O)O)C=CC(=C1)F N-(2-chloro-4-fluorobenzoyl)-O-(trans-3-(2-(5,6,7,8-tetrahydro-1,8-naphthyridin-2-yl)ethyl)cyclobutyl)homoserine